ClC=1C=CC(=C(C1)C1=CC(=CN=N1)NC1=NC=2C(=NC=CC2)N1)F 6-(5-chloro-2-fluorophenyl)-N-{3H-imidazo[4,5-b]pyridin-2-yl}pyridazin-4-amine